5-((1H-pyrazol-4-yl)methoxy)-2-methoxyisonicotinaldehyde N1N=CC(=C1)COC1=CN=C(C=C1C=O)OC